2,2'-thiobis-(6-tert-butyl-p-cresol) S(C1=CC(=CC(=C1O)C(C)(C)C)C)C1=CC(=CC(=C1O)C(C)(C)C)C